4-bromo-2-((methylsulfinyl)methyl)pyridine BrC1=CC(=NC=C1)CS(=O)C